C(CCCCCCCCCCCCCCC)OC(C(O)C)=O Cetyllactat